CCCCCCCCC(CCCCCCCC)OC(CCCCC(C(=O)O)C(=O)O)=O 2-(5-(heptadecan-9-yloxy)-5-oxopentyl)malonic acid